N-(6-bromo-2-ethyl-8-fluoroimidazo[1,2-a]pyridin-3-yl)carboxamide BrC=1C=C(C=2N(C1)C(=C(N2)CC)NC=O)F